N-(4-Methoxyphenyl)-2,5-dimethylaniline COC1=CC=C(C=C1)NC1=C(C=CC(=C1)C)C